3-[[(10R)-7-[(2S,4R)-4-amino-2-(3,5-difluorophenyl)piperidine-1-carbonyl]-7-azaspiro[4.5]decan-10-yl]methyl]-6-phenyl-pyrimidin-4-one N[C@H]1C[C@H](N(CC1)C(=O)N1CC2(CCCC2)[C@@H](CC1)CN1C=NC(=CC1=O)C1=CC=CC=C1)C1=CC(=CC(=C1)F)F